N1,N1-dimethyl-N3-(2-(3-(piperazin-1-yl)phenyl)quinolin-4-yl)propane-1,3-diamine CN(CCCNC1=CC(=NC2=CC=CC=C12)C1=CC(=CC=C1)N1CCNCC1)C